OC1=C(C(=CC(=C1S(=O)(=O)NC(C)=O)CCCCC)O)C1=CC(=CC=C1)C N-((2,6-dihydroxy-3'-methyl-4-pentyl-[1,1'-biphenyl]-3-yl)sulfonyl)acetamide